2-amino-N,N-dimethylnicotinamide NC1=C(C(=O)N(C)C)C=CC=N1